ClC1=CC=C(CCNC(=O)[C@@H]2CC[C@H](CO2)NC(OC(C)(C)C)=O)C=C1 tert-butyl ((3R,6S)-6-((4-chlorophenethyl)carbamoyl)tetrahydro-2H-pyran-3-yl)carbamate